[Cl-].COCC1CN(CCC1)CC[NH3+] 2-(3-(methoxymethyl)piperidin-1-yl)ethan-1-aminium chloride